5-(3,5-difluoropyridin-2-yl)-1-methyl-1H-pyrrole-3-carboxylic acid methyl ester COC(=O)C1=CN(C(=C1)C1=NC=C(C=C1F)F)C